(1-amino-8-chloro-4-cyclopropylnaphthalen-2-yl)-[7-fluoro-2-(oxan-2-yl)indazol-4-yl]methanone NC1=C(C=C(C2=CC=CC(=C12)Cl)C1CC1)C(=O)C=1C2=CN(N=C2C(=CC1)F)C1OCCCC1